OCC1=CC(CCC1)C1=C(C=C(C=C1OC(C)C)CCCCC)O 2-[3-(Hydroxymethyl)cyclohex-2-en-1-yl]-5-pentyl-3-propan-2-yloxyphenol